N1=C2N(C=C1C=1C=C(C=CC1OC=1C=NC(=CC1)C(F)(F)F)S(=O)(=O)NC)CCC2 3-(6,7-dihydro-5H-pyrrolo[1,2-a]imidazol-2-yl)-N-methyl-4-((6-(trifluoromethyl)pyridin-3-yl)oxy)benzenesulfonamide